BrC1=CC=C(C=C1)C1(COC1)C(=O)NC1=CC=C(C=C1)C(C(F)(F)F)(C(F)(F)F)O 3-(4-bromophenyl)-N-(4-(1,1,1,3,3,3-hexafluoro-2-hydroxypropan-2-yl)phenyl)oxetane-3-carboxamide